ethyl (2R,7aS)-2-fluoro-5-oxotetrahydro-1H-pyrrolizine-7a(5H)-carboxylate F[C@@H]1C[C@@]2(CCC(N2C1)=O)C(=O)OCC